1,7-dibutylbenzopyrrole C(CCC)N1C=CC2=C1C(=CC=C2)CCCC